N-(8,9-Difluoro-6-oxo-1,4,5,6-tetrahydro-2H-pyrano[3,4-c]isoquinolin-1-yl)-5-fluoro-N-methylnicotinamide FC=1C(=CC=2C3=C(NC(C2C1)=O)COCC3N(C(C3=CN=CC(=C3)F)=O)C)F